C(C)C1=C(C=C(C(=C1)O)F)C1=CC=C2C(=NNC2=C1)C=1NC=C(N1)CNC(=O)C1CC1 N-((2-(6-(2-Ethyl-5-Fluoro-4-Hydroxyphenyl)-1H-Indazol-3-yl)-1H-Imidazol-4-yl)methyl)cyclopropancarboxamid